CC1=CCOC2=C3C(=CC=C12)OC(=C3C3=CC=CC=C3)C(C3=C(C=CC=C3)OC)=O 4-methyl-9-phenyl-8-(2-methoxybenzoyl)-2H-furo[2,3-h]chromene